ClC=1C(=C(C=C2C=C(N=CC12)NC(=O)O[C@H]1COC[C@@H]1C)C1=C(C2=C(OCCN2C(=O)OC(C)(C)C)N=C1)CC)F tert-Butyl 7-(8-chloro-7-fluoro-3-(((((3R,4S)-4-methyltetrahydrofuran-3-yl)oxy)carbonyl)amino)isoquinolin-6-yl)-8-ethyl-2,3-dihydro-1H-pyrido[2,3-b][1,4]oxazine-1-carboxylate